N-[(2S)-1-amino-3-(3,4-difluorophenyl)propan-2-yl]-5-chloro-4-(4-chloro-2-methylpyrazol-3-yl)thiophene-2-carboxamide NC[C@H](CC1=CC(=C(C=C1)F)F)NC(=O)C=1SC(=C(C1)C=1N(N=CC1Cl)C)Cl